C(CC)OCCCC(=O)N(CC)CC 4-propoxy-N,N-diethylbutanamide